2-chloro-3,3,3-trifluoro-2-(trifluoromethyl)propionitrile ClC(C#N)(C(F)(F)F)C(F)(F)F